2-((3-(5-(7H-pyrrolo[2,3-d]pyrimidin-4-yl)pyridin-2-yl)-3,6-diazabicyclo[3.1.1]heptan-6-yl)methyl)-4-fluoro-5-methoxyphenol N1=CN=C(C2=C1NC=C2)C=2C=CC(=NC2)N2CC1N(C(C2)C1)CC1=C(C=C(C(=C1)F)OC)O